p-cyano-L-phenylalanine C(#N)C1=CC=C(C[C@H](N)C(=O)O)C=C1